C(C)CO[Si](OC)(OC)CCCOCCC ethylpropyloxypropyl-trimethoxysilane